COC(=O)C1CCN(CC1)C1=NC=NC(=C1)N1N=CN=C1C [6-(5-methyl-1,2,4-triazol-1-yl)pyrimidin-4-yl]piperidine-4-carboxylic acid methyl ester